Cl[C@H](CCCCC(=O)O)CCCl R-6,8-dichlorooctanoic acid